((1-(p-tolyl)-1H-1,2,3-triazol-4-yl)methyl)-3',4'-dihydro-2'H-spiro[cyclohexane-1,1'-isoquinoline]-4'-ol C1(=CC=C(C=C1)N1N=NC(=C1)CN1C2(C3=CC=CC=C3C(C1)O)CCCCC2)C